6-(2-bromo-1-((tert-butyldimethylsilyl)oxy)ethyl)-5-fluoro-1,4-dihydro-2H-benzo[d][1,3]oxazin-2-one BrCC(O[Si](C)(C)C(C)(C)C)C1=C(C2=C(NC(OC2)=O)C=C1)F